8-(1-hydroxyethyl)-3,6-dimethyl-2-(morpholin-4-yl)-3,4-dihydroquinazolin-4-one OC(C)C=1C=C(C=C2C(N(C(=NC12)N1CCOCC1)C)=O)C